3,3-difluoro-N-{4-fluoro-3-[5-(3-methylpyridin-2-yl)-2H-pyrazolo[3,4-b]pyridin-2-yl]phenyl}azetidine-1-carboxamide FC1(CN(C1)C(=O)NC1=CC(=C(C=C1)F)N1N=C2N=CC(=CC2=C1)C1=NC=CC=C1C)F